ClC1=CC=C(C=C1)C1=C(CCC(C1)(C)C)CN1CCN(CC1)C1=CC=C(C=C1)S(=O)(=O)NC(=O)C1=NC(=C(C=C1)F)C1=CC=C2C=NN(C2=C1)C N-[4-[4-[[2-(4-Chlorophenyl)-4,4-dimethylcyclohexen-1-yl]methyl]piperazin-1-yl]phenyl]sulfonyl-5-fluoro-6-(1-methyl-1H-indazol-6-yl)pyridine-2-carboxamide